(R)-6-(3-(2,3-difluorophenyl)isoxazolidin-2-yl)-N-(2-methoxy-4-(4-(4-(2-(methylsulfonyl)eth-yl)piperazin-1-yl)piperidin-1-yl)phenyl)pyrimidin-4-amine FC1=C(C=CC=C1F)[C@@H]1N(OCC1)C1=CC(=NC=N1)NC1=C(C=C(C=C1)N1CCC(CC1)N1CCN(CC1)CCS(=O)(=O)C)OC